dibutyltin maleate salt C(\C=C/C(=O)[O-])(=O)[O-].C(CCC)[Sn+2]CCCC